3-FLUORO-2-PYRIDINAMIDOXIME FC=1C(=NC=CC1)C(N)=NO